4-chloro-1H-pyrrolo[2,3-c]Pyridine-2-carboxamide ClC1=C2C(=CN=C1)NC(=C2)C(=O)N